1,2-dimethyl-3-(3-hydroxypropyl)imidazolium bis(trifluoromethanesulfonyl)imide [N-](S(=O)(=O)C(F)(F)F)S(=O)(=O)C(F)(F)F.CN1C(=[N+](C=C1)CCCO)C